2-(5-cyclopropyl-3-ethanesulfonyl-2-pyridyl)-5-(trifluoromethylsulfonyl)-1,3-benzoxazole C1(CC1)C=1C=C(C(=NC1)C=1OC2=C(N1)C=C(C=C2)S(=O)(=O)C(F)(F)F)S(=O)(=O)CC